C(C)OC1=C(N=C(O1)CC1=CC(=CC=C1)OC1=CC=CC=C1)CCC 5-ethoxy-2-(3-phenoxybenzyl)-4-propyloxazole